divinylbenzenesulfonyl chloride C(=C)C=1C(=C(C=CC1)S(=O)(=O)Cl)C=C